OCC(=O)C1=CC=CC(=C1)C hydroxy-5'-methylacetophenone